2,5-dimethoxychlorobenzoic acid COC1=C(C(=O)O)C=C(C=C1Cl)OC